tert-butyl N-[8-[[(2-cyano-2-methyl-propanoyl)amino]carbamoyl]-5,5,7-trifluoro-2-oxo-1-[[4-(trifluoromethoxy)phenyl]methyl]-3,4-dihydro-1-benzazepin-3-yl]carbamate C(#N)C(C(=O)NNC(=O)C1=CC2=C(C(CC(C(N2CC2=CC=C(C=C2)OC(F)(F)F)=O)NC(OC(C)(C)C)=O)(F)F)C=C1F)(C)C